C(CCC)C1=NN2C(CN(CC2)C(=O)O)=C1C=O.C(C)N1C(=O)N(C(=O)C(=C1N)NC(\C=C\C1=CC(=C(C=C1)OC)OC)=O)CC (E)-1,3-diethyl-6-amino-5-(3,4-dimethoxyphenyl-acryloyl)aminouracil Butyl-3-formyl-6,7-dihydropyrazolo[1,5-a]pyrazine-5(4H)-carboxylate